Trans-1-benzyl-3-methylpyrrolidine-3,4-dicarboxylic acid dimethyl ester COC(=O)[C@@]1(CN(C[C@H]1C(=O)OC)CC1=CC=CC=C1)C